BrC=1C=NN(C1)C1=CC(=CC=C1)CC 4-bromo-1-(3-ethylphenyl)-1H-pyrazole